FC(C1=NN=C(O1)C=1C=CC(=NC1)CN1C(OC2=C1C=C(C(=C2)C=2C=NC=CC2)F)=O)F 3-((5-(5-(difluoromethyl)-1,3,4-oxadiazole-2-yl)pyridine-2-yl)methyl)-5-fluoro-6-(pyridine-3-yl)benzo[d]oxazole-2(3H)-one